C(=CC)C(C(=O)O)=C.C(C=C)(=O)OCC=C allyl acrylate (2-propenyl acrylate)